Cl.C(CCCCCCCCCCC)NC([C@@H](N)COC)=O O-methyl-serine dodecylamide hydrochloride